[Pd](Cl)Cl.C1(=CC=CC=C1)P(C1=CC=CC=2C(C3=CC=CC(=C3OC12)P(C1=CC=CC=C1)C1=CC=CC=C1)(C)C)C1=CC=CC=C1 4,5-bis(diphenylphosphino)-9,9-dimethylxanthene palladium chloride